(P)-4-(2-methylphenyl)-7-(4-methyl-1,3-thiazol-5-yl)-2-(2-(2-propenoyl)-2,6-diazaspiro[3.4]octan-6-yl)-3-quinolinecarbonitrile CC1=C(C=CC=C1)C1=C(C(=NC2=CC(=CC=C12)C1=C(N=CS1)C)N1CC2(CN(C2)C(C=C)=O)CC1)C#N